3-{4-[8-amino-3-methyl-5-(1-methyl-1,2,3,6-tetrahydropyridin-4-yl)imidazo[1,5-a]pyrazin-1-yl]naphthalen-1-yl}-1-[3-(trifluoromethyl)phenyl]urea NC=1C=2N(C(=CN1)C=1CCN(CC1)C)C(=NC2C2=CC=C(C1=CC=CC=C21)NC(NC2=CC(=CC=C2)C(F)(F)F)=O)C